C(C)OC(=O)C1=CC2=C(N(C(=N2)NC2=NC3=C(N2)C=CC(=C3)OC(F)(F)F)C)C=C1 1-methyl-2-((5-(trifluoromethoxy)-1H-benzo[d]imidazol-2-yl)amino)-1H-benzo[d]imidazole-5-carboxylic acid ethyl ester